C1(CC1)C1=CC(=CC(=N1)C(=O)NC1=NC(=CC(=C1)C1=C(C=NN1C)C1=NN=CN1C)NCC)CO 6-Cyclopropyl-N-(6-(ethylamino)-4-(1-methyl-4-(4-methyl-4H-1,2,4-triazol-3-yl)-1H-pyrazol-5-yl)pyridin-2-yl)-4-(hydroxymethyl)picolinamide